(2S,5R)-7-Oxo-2-(N-((S)-pyrrolidin-3-yl) carbamimidoyl)-1,6-diazabicyclo[3.2.1]octan-6-yl hydrogen sulfate S(=O)(=O)(ON1[C@@H]2CC[C@H](N(C1=O)C2)C(N[C@@H]2CNCC2)=N)O